2-(4,4-difluoro-3-methylpiperidin-1-yl)-5-fluoroquinoline-3-carboxamide FC1(C(CN(CC1)C1=NC2=CC=CC(=C2C=C1C(=O)N)F)C)F